N-isopropyl-1-propylamine C(C)(C)NCCC